(2S,5R)-2-(N-(4-Aminocyclohexyl) carbamimidoyl)-7-oxo-1,6-diazabicyclo[3.2.1]octan-6-yl hydrogen sulfate S(=O)(=O)(ON1[C@@H]2CC[C@H](N(C1=O)C2)C(NC2CCC(CC2)N)=N)O